ethyl 1,2-dimethyl-6-bromo-5-hydroxyindole-3-carboxylate CN1C(=C(C2=CC(=C(C=C12)Br)O)C(=O)OCC)C